FC1=C(N)C(=CC(=C1)C(=O)C1=CC=C2C(=CC=CN12)C1=CC2=C(N(C=N2)C)C=C1C(F)(F)F)F 2,6-difluoro-4-{8-[1-methyl-6-(trifluoromethyl)-1H-1,3-benzodiazol-5-yl]indolizine-3-carbonyl}aniline